O=C1N(C2=CC=C(C=3C2=C1C=CC3)N3CCC1(OCCO1)CC3)C3C(NC(CC3)=O)=O 3-(2-oxo-6-(1,4-dioxa-8-azaspiro[4.5]decan-8-yl)benzo[cd]indol-1(2H)-yl)piperidine-2,6-dione